CC=1C2=CN(N=C2C=CC1C1=NC=CC2=CN=C(C=C12)NC1=CC=C(C=C1)S(=O)(=O)C)CCNC(C)=O N-(2-(4-methyl-5-(7-((4-(methylsulfonyl)phenyl)amino)-2,6-naphthyridin-1-yl)-2H-indazol-2-yl)ethyl)acetamide